3-(1-bromoethyl)-2-[(diphenylmethylene)amino]pyridine BrC(C)C=1C(=NC=CC1)N=C(C1=CC=CC=C1)C1=CC=CC=C1